3-methyl-3,4-dihydro-1H-1,7-naphthyridin-2-one CC1C(NC2=CN=CC=C2C1)=O